C(CCCCCCCCCCCCCCCCC)C(C(=O)O)(CSCCC(=O)O)CCCCCCCCCCCCCCCCCC.S(CCC(=O)OCCCCCCCCCCCCCCCCCC)CCC(=O)OCCCCCCCCCCCCCCCCCC distearyl thiodipropionate (distearyl thiodipropionate)